O=C(COC(COC1=CC=C(C=C1)CCC(=O)N1CCC2(CN\C(\N2)=N/C(=O)C2=NC(=C(N=C2N)N)Cl)CC1)=O)N1CCCCC1 [4-(3-{2-[(E)-3,5-diamino-6-chloro-pyrazine-2-carbonylimino]-1,3,8-triaza-spiro[4.5]decan-8-yl}-3-oxo-propyl)-phenoxy]-acetic acid 2-oxo-2-piperidin-1-yl-ethyl ester